NC1=NC=CC=C1C1=NC=2C(=NC(=CC2)C2=CC=CC=C2)N1C=1C=CC(=NC1)NC(=O)C1CC(CCC1)C(=O)O 3-((5-(2-(2-aminopyridin-3-yl)-5-phenyl-3H-imidazo[4,5-b]pyridin-3-yl)pyridin-2-yl)carbamoyl)cyclohexane-1-carboxylic acid